Cl[C@H](C(=O)N(NC([C@H](CC1=CC=CC=C1)NC([C@H](C(C)(C)C)NC(C(F)(F)F)=O)=O)=O)C[C@H]1C(NCC1)=O)F (S)-N-((S)-1-(2-((R)-2-chloro-2-fluoroacetyl)-2-(((S)-2-oxopyrrolidin-3-yl)methyl)hydrazinyl)-1-oxo-3-phenylpropan-2-yl)-3,3-dimethyl-2-(2,2,2-trifluoroacetamido)butanamide